3-(5-(methyl-((1R,2S)-2-(methylamino)cyclopentyl)amino)-1-oxoisoindolin-2-yl)piperidine-2,6-dione CN(C=1C=C2CN(C(C2=CC1)=O)C1C(NC(CC1)=O)=O)[C@H]1[C@H](CCC1)NC